C(C=C)(=O)NCCC[Si](O[Si](C)(C)C)(O[Si](C)(C)C)O[Si](C)(C)C acrylamidopropyltris(trimethylsiloxy)silane